4-(4-(((2-(trifluoromethyl)pyridin-3-yl)methyl)amino)pyrido[2,3-d]pyrimidin-2-yl)morpholine-2-carbonitrile FC(C1=NC=CC=C1CNC=1C2=C(N=C(N1)N1CC(OCC1)C#N)N=CC=C2)(F)F